The molecule is an N-acyllysophosphatidylethanolamine in which the N-acyl group is specified as icosanoyl while the phosphatidyl acyl group is specified as oleoyl; major species at pH 7.3. It derives from an oleic acid and an icosanoic acid. It is a conjugate acid of a N-icosanoyl-1-oleoyl-sn-glycero-3-phosphoethanolamine(1-). CCCCCCCCCCCCCCCCCCCC(=O)NCCOP(=O)(O)OC[C@@H](COC(=O)CCCCCCC/C=C\\CCCCCCCC)O